2-((6-(3,3-Difluoropyrrolidin-1-yl)-4-(piperidin-4-yl)pyridin-2-yl)amino)isonicotinonitrile oxalic acid salt C(C(=O)O)(=O)O.FC1(CN(CC1)C1=CC(=CC(=N1)NC=1C=C(C#N)C=CN1)C1CCNCC1)F